ClC=1C(=C2C(=NC1)NC(=N2)C2=CC=C(C=C2)N2CCN(CC2)CC=2SC=CN2)NC2CCN(CC2)C 6-Chloro-N-(1-methylpiperidin-4-yl)-2-{4-[4-(1,3-thiazol-2-ylmethyl)piperazin-1-yl]phenyl}-3H-imidazo[4,5-b]pyridin-7-amine